C(C1=CC=CC=C1)N(C=1C=C(C(=CC1)C=CC=1C(=CC(=CC1)N(CC1=CC=CC=C1)CC1=CC=CC=C1)S(=O)(=O)[O-])S(=O)(=O)[O-])CC1=CC=CC=C1 N,N,N',N'-tetrabenzyl-4,4'-diaminostilbene-2,2'-disulphonate